ClC1=C(C=CC=C1C=1N=C2N(C(C1)=O)C=C(C=C2)C=O)C2=C(C(=CC=C2)C=2N=C1N(C(C2)=O)C=C(C=C1)C=O)Cl 2,2'-(2,2'-Dichloro-[1,1'-biphenyl]-3,3'-diyl)bis(4-oxo-4H-pyrido[1,2-a]pyrimidine-7-carbaldehyde)